C(C=C)ONC1=C(C=CC=C1)C (allyloxy)-2-methylaniline